tert-butyl 2-(((2R,7aS)-2-fluorotetrahydro-1H-pyrrolizin-7a(5H)-yl)methoxy)-4-methoxy-5,8-dihydropyrido[3,4-d]pyrimidine-7(6H)-carboxylate F[C@@H]1C[C@@]2(CCCN2C1)COC=1N=C(C2=C(N1)CN(CC2)C(=O)OC(C)(C)C)OC